CC(C[C@H]1[C@@H](C[C@H]2N(CCC3=CC(=C(C=C23)OC)OCCCO)C1)O)(C)C (2R,3R,11bR)-3-(2,2-dimethylpropyl)-9-(3-hydroxypropoxy)-10-methoxy-1H,2H,3H,4H,6H,7H,11bH-pyrido[2,1-a]isoquinolin-2-ol